C(C#CC)(=O)N1C[C@](CC1)(C1=C(C(=CC=C1)Cl)C)NC1=CC=C2C3(C(N(C2=C1)C)=O)CC3 (S)-6'-((1-(But-2-ynoyl)-3-(3-chloro-2-methylphenyl)pyrrolidin-3-yl)amino)-1'-methylspiro[cyclopropane-1,3'-indolin]-2'-one